CNC1=CC=CC2=CC=CC=C12 N-methylaminonaphthalene